6-(Cyclopropanecarboxamido)-4-((7-methoxy-1-(2,2,2-trifluoroethyl)-1H-pyrazolo[4,3-c]pyridin-6-yl)amino)-N-(methyl-d3)nicotinamide C1(CC1)C(=O)NC1=NC=C(C(=O)NC([2H])([2H])[2H])C(=C1)NC1=C(C2=C(C=N1)C=NN2CC(F)(F)F)OC